ClC1=C(C(=NN1C)C(C)CCCC(CCCCC)C(F)(F)F)C(=O)N1CCC2(CC1)CCN(CC2)CCC(C)(C)C (5-Chloro-1-methyl-3-(6-(trifluoromethyl)undecane-2-yl)-1H-pyrazol-4-yl)(9-(3,3-dimethylbutyl)-3,9-diazaspiro[5.5]undecane-3-yl)methanone